N1(CCC1)CCCNC(=S)OC(C(=O)OCCCCCCCC(=O)OC(CCCCCCC)CCCCCCCCC)C(=O)OCCCCCCCC(=O)OC(CCCCCCCC)CCCCCCCC 1-(8-(heptadecan-8-yloxy)-8-oxooctyl) 3-(8-(heptadecan-9-yloxy)-8-oxooctyl) 2-(((3-(azetidin-1-yl)propyl)carbamothioyl)oxy)malonate